5-(4-fluorophenyl)-1-tosyl-1H-pyrrole-3-carbaldehyde FC1=CC=C(C=C1)C1=CC(=CN1S(=O)(=O)C1=CC=C(C)C=C1)C=O